C(C=C)N1C=CC2=CC=CC=C12 1-allyl-1H-indol